C(C)(=O)C1(O)[C@](O)([C@H](OC(C)=O)[C@H](O1)C)C(C)=O 1,2,3-O-triacetyl-5-deoxy-D-ribofuranose